C(C1=CC=CC=C1)OCCCCC[C@H](CC1=CC(=CC(=C1)OC)OC)O (R,S)-7-(benzyloxy)-1-(3,5-dimethoxyphenyl)heptan-2-ol